iron (II) phenanthroline N1=CC=CC2=CC=C3C=CC=NC3=C12.[Fe+2]